Ethyl 5-(4-(5-((pyridin-2-ylmethyl)carbamoyl)-1,3,4-thiadiazol-2-yl)butyl)-1,3,4-thiadiazole-2-carboxylate N1=C(C=CC=C1)CNC(=O)C1=NN=C(S1)CCCCC1=NN=C(S1)C(=O)OCC